C(C)(C)C1NC(CC2=C1NC1=CC=CC=C21)C(=O)OC methyl 1-isopropyl-2,3,4,9-tetrahydro-1H-pyrido[3,4-b]indole-3-carboxylate